4-(3-(1,1-difluoro-6-oxohexyl)-5-(4-fluorophenyl)-1H-pyrazol-1-yl)benzenesulfonamide methyl-(1R,3S,4R,6S)-4-{[(benzyloxy)carbonyl]amino}-7-oxabicyclo[4.1.0]heptane-3-carboxylate COC(=O)[C@H]1C[C@H]2O[C@H]2C[C@H]1NC(=O)OCC1=CC=CC=C1.FC(CCCCC=O)(F)C1=NN(C(=C1)C1=CC=C(C=C1)F)C1=CC=C(C=C1)S(=O)(=O)N